((4-hydroxybutyl)azanediyl)-bis(hexane-6,1-diyl) bis(2-hexyldecanoate) C(CCCCC)C(C(=O)OCCCCCCN(CCCCCCOC(C(CCCCCCCC)CCCCCC)=O)CCCCO)CCCCCCCC